BrC1=C(C=C(C=N1)C(C)O)C 1-(6-Bromo-5-methylpyridin-3-yl)ethan-1-ol